di-cyclohexyl-[3-(2,4,6-tri-isopropylphenyl)phenyl]Phosphane C1(CCCCC1)P(C1=CC(=CC=C1)C1=C(C=C(C=C1C(C)C)C(C)C)C(C)C)C1CCCCC1